BrC=1N=CC(=NC1)N1N=CN=C1[C@H](C)NC1=NC=NC2=C(C=C(C=C12)C(F)F)C1CC1 N-[(1S)-1-[2-(5-bromopyrazin-2-yl)-1,2,4-triazol-3-yl]ethyl]-8-cyclopropyl-6-(difluoromethyl)quinazolin-4-amine